chromium-calcium-magnesium [Mg].[Ca].[Cr]